CC1=NNC(=N1)C1=CC=CC=C1 3-methyl-5-phenyl-1,2,4-triazole